CC=1C=C(C=CC1C=1N(C=C(N1)C(F)(F)F)C)CNC(OC(C)(C)C)=O tert-butyl N-[[3-methyl-4-[1-methyl-4-(trifluoromethyl)imidazol-2-yl]phenyl]methyl]carbamate